C1=CC=CC=2C3=CC=CC=C3N(C12)C1=CC=C(C=C1)C1=CC(=C(C(=C1N1C2=CC=CC=C2C=2C=CC=CC12)N1C2=CC=CC=C2C=2C=CC=CC12)C1=CC=C(C=C1)N1C2=CC=CC=C2C=2C=CC=CC12)C1=CC(=NC(=C1)C)C 4,4'',5',6'-tetra(9H-carbazol-9-yl)-3'-(2,6-dimethylpyridin-4-yl)-[1,1':4',1''-terphenyl]